FC1=C(C2=C([C@@H]3[C@H](B(O2)O)C3)C=C1)C(=O)OCOC(COC)=O (2-Methoxyacetyl)oxymethyl (1aR,7bS)-5-fluoro-2-hydroxy-1a,7b-dihydro-1H-cyclopropa[c][1,2]benzoxaborinine-4-carboxylate